NC=1C=CC(=C(C#N)C1)Cl 5-Amino-2-chlorobenzonitrile